1'-(trifluoromethyl)spiro[cyclohexane-1,4'-isochroman]-3-one FC(C1OCC2(C3=CC=CC=C13)CC(CCC2)=O)(F)F